platinum-iron-cobalt [Co].[Fe].[Pt]